3-chloro-4-iodopyridin-2-ol ClC=1C(=NC=CC1I)O